trans-3-(2-fluorocyclopropyl)-3-oxopropionic acid ethyl ester C(C)OC(CC(=O)[C@H]1[C@@H](C1)F)=O